N-{2-[(1S)-5-(benzyloxy)-1-(chloromethyl)-9-methyl-1H,2H,3H-benzo[e]indole-3-carbonyl]imidazo[1,2-a]pyridin-6-yl}-4-(methoxymethoxy)benzamide C(C1=CC=CC=C1)OC=1C2=C(C=3[C@@H](CN(C3C1)C(=O)C=1N=C3N(C=C(C=C3)NC(C3=CC=C(C=C3)OCOC)=O)C1)CCl)C(=CC=C2)C